COC=1C=2N(N=C(C1)C=1C=C3C(=NC1)C=C(S3)C3CCN(C1(CC1)C3)C(=O)OC(C)(C)C)C=C(N2)C Tert-butyl 7-[6-(8-methoxy-2-methyl-imidazo[1,2-b]pyridazin-6-yl)thieno[3,2-b]pyridin-2-yl]-4-azaspiro[2.5]octane-4-carboxylate